CN1C2=C(OC(C1)C1=CC=C(C=C1)C(F)(F)F)C=CC(=C2)CN2C=NC=1C2=NC=C(C1)C=1C=NN(C1)C 4-methyl-6-((6-(1-methyl-1H-pyrazol-4-yl)-3H-imidazo[4,5-b]pyridin-3-yl)methyl)-2-(4-(trifluoromethyl)phenyl)-3,4-dihydro-2H-benzo[b][1,4]oxazine